4-methoxy-N,N-dimethylbenzylamine CN(C)CC1=CC=C(C=C1)OC